FC1=C(CNC2=NC(=NC=C2C(=O)N)NC=2C=NN(C2)C2CCCCCC2)C(=CC=C1)OC 4-((2-fluoro-6-methoxybenzyl)amino)-2-((1-cycloheptyl-1H-pyrazol-4-yl)amino)pyrimidin-5-carboxamide